(N-(2-(4-(6,7-dimethoxyquinolin-4-yl)piperazin-1-yl)propyl)sulfamoyl)carbamic acid tert-butyl ester C(C)(C)(C)OC(NS(NCC(C)N1CCN(CC1)C1=CC=NC2=CC(=C(C=C12)OC)OC)(=O)=O)=O